ClC1=CC2=C(NC(=N2)N2N=C(C(=C2O)CCC2=CC=C(C=C2)F)C2=CC=C(C=C2)CCCOCC(=O)O)C=C1 2-(3-{4-[1-(5-chloro-1H-1,3-benzodiazol-2-yl)-4-[2-(4-fluorophenyl)ethyl]-5-hydroxy-1H-pyrazol-3-yl]phenyl}propoxy)acetic acid